CC1=CC=C(C=N1)NN1C[C@@](CC1)(CCC1=CC=CC=C1)CO (S)-(1-((6-methylpyridin-3-yl)amino)-3-phenethylpyrrolidin-3-yl)methanol